ClC1=C2NC(C=3N(C2=C(C(=C1)C1=C2C=CN(C2=CC(=C1)F)S(=O)(=O)C)OC)C(=NN3)C)(C)C 6-Chloro-8-(6-fluoro-1-methylsulfonyl-1H-indol-4-yl)-9-methoxy-1,4,4-trimethyl-5H-[1,2,4]triazolo[4,3-a]quinoxaline